N-(6-(benzo[d]thiazol-5-yl)-1-(4-fluoro-3-methoxyphenyl)-1H-pyrazolo[3,4-d]pyrimidin-4-yl)-5-nitrothiophene-2-carboxamide S1C=NC2=C1C=CC(=C2)C2=NC(=C1C(=N2)N(N=C1)C1=CC(=C(C=C1)F)OC)NC(=O)C=1SC(=CC1)[N+](=O)[O-]